methyl 2-(1-(1-(tert-butyl)-3-(4-chloro-3-fluorophenyl)-1H-pyrrolo[2,3-b]pyridine-6-carbonyl)piperidin-4-yl)acetate C(C)(C)(C)N1C=C(C=2C1=NC(=CC2)C(=O)N2CCC(CC2)CC(=O)OC)C2=CC(=C(C=C2)Cl)F